C(C)(C)(C)C=1C=C(C(=O)OCCSCCCCCCCC)C=C(C1O)C(C)(C)C 2-(n-octylthio)-ethyl 3,5-di-tert-butyl-4-hydroxybenzoate